FC(C=1N=CC=2N(C1)C(=CN2)C2=NC=CC(=N2)N2C(C(CCC2)NS(=O)(=O)C)C)F N-(1-(2-(6-(Difluoromethyl)imidazo[1,2-a]pyrazin-3-yl)pyrimidin-4-yl)-2-methylpiperidin-3-yl)methanesulfonamide